1-[2-(morpholin-4-yl)-8-(1H-pyrazol-5-yl)-1,7-naphthyridin-4-yl]-prolinamide N1(CCOCC1)C1=NC2=C(N=CC=C2C(=C1)N1[C@@H](CCC1)C(=O)N)C1=CC=NN1